FC(C(C(=O)N(C)OC)(C)C)(F)F 3,3,3-trifluoro-N-methoxy-N,2,2-trimethylpropanamide